ClC=1C=CC(=C(C1)B(O)O)OC (5-chloro-2-methoxylphenyl)boronic acid